bistrimethylsilyl-nitrogen C[Si](C)(C)[N][Si](C)(C)C